N-(4,4-difluoro-1-{4-[(1S)-1-{[7-oxo-8-(propan-2-yl)-7,8-dihydropyrido[2,3-d]pyrimidin-2-yl]amino}ethyl]phenyl}cyclohexyl)glycinamide FC1(CCC(CC1)(C1=CC=C(C=C1)[C@H](C)NC=1N=CC2=C(N1)N(C(C=C2)=O)C(C)C)NC(CN)=O)F